C123C45C16C31C46C512 heptacyclo[2.2.0.01,3.02,5.02,6.03,5.04,6]Hexane